ClC1=CC=C(C=C1)NS(=O)(=O)C1=CC=C(C=C1)C(=O)N1CCC2=CC=CC=C12 N-(4-chlorophenyl)-4-(indoline-1-carbonyl)benzenesulfonamide